COC1=C(C=C(C=C1)C1=CC=C2C(C(COC2=C1)(C)C)NC(O[C@@H]1CN2CCC1CC2)=O)C(F)(F)F (S)-quinuclidin-3-yl (7-(4-methoxy-3-(trifluoromethyl)phenyl)-3,3-dimethylchroman-4-yl)carbamate